O=C1NC(=NC2=CC=CC=C12)C1CCN(CC1)C(=O)OC(C)(C)C tert-butyl 4-(4-oxo-3,4-dihydroquinazolin-2-yl)piperidine-1-carboxylate